C(C)(CC)CS(=O)(=O)[O-] (2R)-sec-butylmethanesulfonate